C(C)(C)(CC)C(C(=O)OOC[C@@]1(C=C[C@@H](C1)N1C=CC2=C1N=CN=C2Cl)C)CCCCC(C)(C)C ((1S,4R)-4-(4-chloro-7H-pyrrolo[2,3-d]pyrimidin-7-yl)-1-methylcyclopent-2-en-1-yl)methanol t-amylperoxyneodecanoate